N-(5-(2-(((1r,4r)-4-aminocyclohexyl)amino)-8-ethylquinazolin-6-yl)-6-methylpyridin-2-yl)-2-chlorobenzenesulfonamide NC1CCC(CC1)NC1=NC2=C(C=C(C=C2C=N1)C=1C=CC(=NC1C)NS(=O)(=O)C1=C(C=CC=C1)Cl)CC